tert-butyl N-[2-[2-[2-[2-[2-[2-[2-[2-[2-[2-(2-bromoethoxy)ethoxy]ethoxy]ethoxy]ethoxy]ethoxy] ethoxy]ethoxy]ethoxy] ethoxy]ethyl]carbamate BrCCOCCOCCOCCOCCOCCOCCOCCOCCOCCOCCNC(OC(C)(C)C)=O